BrC1=CC(=NC(=C1)N1C=NC=C1)C(=O)NC1CCC(CC1)OCCOCC 4-bromo-6-(1H-imidazol-1-yl)-N-((1r,4r)-4-(2-ethoxyethoxy)cyclohexyl)pyridinecarboxamide